CC(CNC(C1=C(C=C(C(=C1)F)N1N=C(N(C1=O)C)CC)O[C@@H](C)CCC)=O)(C)C N-(2,2-dimethylpropyl)-4-(3-ethyl-4-methyl-5-oxo-4,5-dihydro-1H-1,2,4-triazol-1-yl)-5-fluoro-2-[(2S)-pentan-2-yloxy]benzamide